FC(CN1N=CC(=C1)C=1SC=C(N1)N)(F)F [1-(2,2,2-trifluoroethyl)pyrazol-4-yl]thiazol-4-amine